(E)-N-(tert-butyl)-3-((2-((4-(3-(4-chlorophenyl)acryloyl)phenyl)amino)-5-methylpyrimidin-4-yl)amino)benzenesulfonamide C(C)(C)(C)NS(=O)(=O)C1=CC(=CC=C1)NC1=NC(=NC=C1C)NC1=CC=C(C=C1)C(\C=C\C1=CC=C(C=C1)Cl)=O